ClC1=CC=C(CNC=2C(C(C2NCC2=CC=C(C=C2)C2=NOC(=N2)C(F)(F)Cl)=O)=O)C=C1 3-((4-chlorobenzyl)amino)-4-((4-(5-(chlorodifluoromethyl)-1,2,4-oxadiazol-3-yl)benzyl)amino)cyclobut-3-ene-1,2-dione